3-{1,4-dioxaspiro[4.5]dec-7-en-8-yl}-2-methoxyaniline O1CCOC12CC=C(CC2)C=2C(=C(N)C=CC2)OC